NC1=C(C(N(C2=NC(=CC=C12)C(F)F)C1=CC=C(C=C1)C(C)O)=O)C(=O)OC methyl 4-amino-7-(difluoromethyl)-1-(4-(1-hydroxyethyl)phenyl)-2-oxo-1,2-dihydro-1,8-naphthyridine-3-carboxylate